CC1(COCC1)NC1=NC(=CC=C1NC(C)CC)C1=NC=CC=C1 N2-(3-methyltetrahydrofuran-3-yl)-6-(2-pyridyl)-N3-sec-butyl-pyridine-2,3-diamine